C(C)OC1=NC=CC=C1C1=CC(=C2C(=N1)C(=NN2C(C)C)C)NCC=2C=NC(=CC2)F 5-(2-ethoxy-3-pyridyl)-N-[(6-fluoro-3-pyridyl)methyl]-1-isopropyl-3-methyl-pyrazolo[4,3-b]pyridin-7-amine